1-(1-methyl-6-{[(3S)-3-methylpiperazin-1-yl]methyl}-1H-indazol-3-yl)-1,3-diazinon CN1N=C(C2=CC=C(C=C12)CN1C[C@@H](NCC1)C)N1C(N=CC=C1)=O